1-{4-[4-({(1R)-1-[3-(1,1-difluoro-2-hydroxy-2-methylpropyl)-2-fluorophenyl]ethyl}amino)-2-methylpyrido[2,3-d]pyrimidin-6-yl]piperidin-1-yl}ethan-1-one FC(C(C)(C)O)(F)C=1C(=C(C=CC1)[C@@H](C)NC=1C2=C(N=C(N1)C)N=CC(=C2)C2CCN(CC2)C(C)=O)F